methyl (4-(1-((2R,5S)-4-(6-cyano-1-methyl-2-oxo-1,2-dihydropyrido[3,2-d]pyrimidin-4-yl)-2-ethyl-5-methylpiperazin-1-yl)ethyl)benzyl)carbamate C(#N)C=1C=CC=2N(C(N=C(C2N1)N1C[C@H](N(C[C@@H]1C)C(C)C1=CC=C(CNC(OC)=O)C=C1)CC)=O)C